1-(2-(thieno[3,2-d]pyrimidine-4-carbonyl)-2-azaspiro[3.3]heptan-6-yl)-3-(4-(trifluoromethyl)pyridin-2-yl)urea N1=CN=C(C2=C1C=CS2)C(=O)N2CC1(C2)CC(C1)NC(=O)NC1=NC=CC(=C1)C(F)(F)F